hydroxysuccinimidyl-11-mercaptoundecanoate OC(C(=O)[O-])(CCCCCCCCCS)N1C(CCC1=O)=O